ClC=1C=C(C=CC1)C(CC1=CC(=CC=C1)Cl)N(C([O-])=O)[C@H](C(N[C@H](C=O)C[C@H]1C(NCC1)=O)=O)CC(C)C 1,2-bis(3-chlorophenyl)ethyl((S)-4-methyl-1-oxo-1-(((S)-1-oxo-3-((S)-2-oxopyrrolidin-3-yl) propan-2-yl)amino)pentan-2-yl)carbamate